BrC=1C=C(COC=2C=CC(=NC2)[C@@H]2[C@H](C2)C(=O)O)C=CC1C(F)(F)F (1s,2s)-2-[5-(3-bromo-4-trifluoromethyl-benzyloxy)-pyridin-2-yl]Cyclopropanecarboxylic acid